(Z)-octadec-9-en-1-yl palmitate C(CCCCCCCCCCCCCCC)(=O)OCCCCCCCC\C=C/CCCCCCCC